C1=CC=CC=2C3=CC=CC=C3C(C12)COC(=O)N([C@@H](CN(C([C@@H](CC(=O)O)[C@H]1CCC2=CC=CC=C12)=O)CC1(CC1)C)CC1=CC=C(C=C1)Cl)C (S)-4-(((R)-2-((((9H-fluoren-9-yl)methoxy)carbonyl)(methyl)amino)-3-(4-chlorophenyl)propyl)((1-methylcyclopropyl)methyl)amino)-3-((R)-2,3-dihydro-1H-inden-1-yl)-4-oxobutanoic acid